C(C)(C)(C)OC(=O)NC1=NC=CC(=N1)C1=C(N=C(S1)C1CCC2(CCN(CC2)C(=O)OC(C)(C)C)CC1)C1=C(C(=CC=C1)NS(=O)(=O)CCC)F tert-butyl 9-(5-{2-[(tert-butoxycarbonyl)amino]pyrimidin-4-yl}-4-[2-fluoro-3-(propane-1-sulfonamido)phenyl]-1,3-thiazol-2-yl)-3-azaspiro[5.5]undecane-3-carboxylate